5-((6-((2-(Dimethylamino)ethyl)amino)imidazo[1,2-b]pyridazin-3-yl)ethynyl)-N-(4-((4-methylpiperazin-1-yl)methyl)-3-(trifluoromethyl)phenyl)nicotinamide CN(CCNC=1C=CC=2N(N1)C(=CN2)C#CC=2C=NC=C(C(=O)NC1=CC(=C(C=C1)CN1CCN(CC1)C)C(F)(F)F)C2)C